(R)-2-amino-2-(4-bromophenyl)ethanol compound with (R)-1-(4-bromophenyl)-2-methoxyethanamine BrC1=CC=C(C=C1)[C@H](COC)N.N[C@@H](CO)C1=CC=C(C=C1)Br